The molecule is tetranion of UDP-N-acetylmuramoyl-L-alanyl-gamma-D-glutamyl-meso-2,6-diaminopimeloyl-D-alanyl-D-alanine having anionic diphosphate and carboxy groups and a cationic amino group. It is a conjugate base of an UDP-N-acetylmuramoyl-L-alanyl-gamma-D-glutamyl-meso-2,6-diaminopimeloyl-D-alanyl-D-alanine. C[C@@H](C(=O)N[C@H](CCC(=O)N[C@@H](CCC[C@H](C(=O)[O-])[NH3+])C(=O)N[C@H](C)C(=O)N[C@H](C)C(=O)[O-])C(=O)[O-])NC(=O)[C@@H](C)O[C@@H]1[C@H]([C@H](O[C@@H]([C@H]1O)CO)OP(=O)([O-])OP(=O)([O-])OC[C@@H]2[C@H]([C@H]([C@@H](O2)N3C=CC(=O)NC3=O)O)O)NC(=O)C